1,4-dimethyl-bicyclo[2.2.2]oct-2-ene-2,3-dicarboxylic acid diisobutyl ester C(C(C)C)OC(=O)C=1C2(CCC(C1C(=O)OCC(C)C)(CC2)C)C